trin-octylphosphine C(CCCCCCC)P(CCCCCCCC)CCCCCCCC